(S)-5-ethynyl-6-fluoro-4-(8-fluoro-2-(4-hydroxy-4-methylpiperidin-1-yl)-4-(methyl(pyrrolidin-2-ylmethyl)amino)pyrido[4,3-d]pyrimidin-7-yl)-2-naphthonitrile C(#C)C1=C2C(=CC(=CC2=CC=C1F)C#N)C1=C(C=2N=C(N=C(C2C=N1)N(C[C@H]1NCCC1)C)N1CCC(CC1)(C)O)F